N,N-dimethylPyridine-2,5-diamine CN(C)C1=NC=C(C=C1)N